C(N)(=O)C1=CC=CC(=N1)CN1C2=C(C3=CC=CC(=C13)C(=O)O)CCCC(C2)CCCCCC 5-[(6-carbamoylpyridin-2-yl)methyl]-7-hexyl-5H,6H,7H,8H,10H-cyclohepta[b]indole-4-carboxylic acid